CN1N=C(C=C1N)C(F)(F)F 1-Methyl-3-(trifluoromethyl)-1H-pyrazol-5-amine